2-chloro-3-methylsulfanyl-N-(1-methyltetrazol-5-yl)-4-(trifluoromethoxy)benzamide ClC1=C(C(=O)NC2=NN=NN2C)C=CC(=C1SC)OC(F)(F)F